2-bromo-N-(4-cyano-3-(trifluoromethyl)phenyl)-2-methylpropionamide BrC(C(=O)NC1=CC(=C(C=C1)C#N)C(F)(F)F)(C)C